C(C)(=O)NC1=CC=C(C=C1)CN(CC1=CC=C(C=C1)CNCC1=NC=CC=C1)C1CCCCC=2C1=NC=CC2 N-[(4-acetamidophenyl)methyl]-N'-(2-pyridinylmethyl)-N-(6,7,8,9-tetrahydro-5H-cyclohepta[b]pyridin-9-yl)-1,4-benzenedimethanamine